2-(2-{[(4-cyclopropyl-3-fluorophenyl)(phenyl)methyl]carbamoyl}-4-fluoropyrrolidin-1-yl)-2-oxoethyl azetidine-1-carboxylate N1(CCC1)C(=O)OCC(=O)N1C(CC(C1)F)C(NC(C1=CC=CC=C1)C1=CC(=C(C=C1)C1CC1)F)=O